C(C)N1C(CN(C(C1)=O)C)=O 1-ethyl-4-methylpiperazine-2,5-dione